2-(2-methoxypropan-2-yl)pyrimidine-5-carboxylic acid COC(C)(C)C1=NC=C(C=N1)C(=O)O